9-(3-Fluoro-4-((1-(3-fluoropropyl)azetidin-3-yl)methyl)phenyl)-8-(2-fluoro-4-methylphenyl)-6,7-dihydro-5H-benzo[7]annulen FC=1C=C(C=CC1CC1CN(C1)CCCF)C1=C(CCCC2=C1C=CC=C2)C2=C(C=C(C=C2)C)F